C1(OCCCCC1)C1CCCCCC1 OXABICYCLOHEPTAN